6-(4-chlorobenzyl)-8-(morpholin-4-yl)-2-phenyl-2,6-dihydroimidazo[1,2-c]pyrido[2,3-e]pyrimidin-5(3H)-one ClC1=CC=C(CN2C(N3C(C4=C2C=C(C=N4)N4CCOCC4)=NC(C3)C3=CC=CC=C3)=O)C=C1